tertiary amyl peroxyacetate C(C)(=O)OOC(C)(C)CC